N1=C(N=CC=C1)C=1SC(=CN1)C(=O)O 2-(pyrimidin-2-yl)thiazole-5-carboxylic acid